6-cyclopropyl-N'-hydroxy-pyridazine-4-carboxamidine C1(CC1)C1=CC(=CN=N1)C(=NO)N